5-amino-2-fluorophenylsulfamate NC=1C=CC(=C(C1)NS([O-])(=O)=O)F